COC1=C(CN2CCC3(CN(CCO3)CCCCOC=3C=C4C(N(C(C4=CC3)=O)C3C(NC(CC3)=O)=O)=O)CC2)C(=CC(=C1)C1=CN(C(C2=CN=CC=C12)=O)C)OC 5-(4-(9-(2,6-Dimethoxy-4-(2-Methyl-1-Oxo-1,2-Dihydro-2,7-Naphthyridin-4-Yl)Benzyl)-1-Oxa-4,9-Diazaspiro[5.5]Undecan-4-Yl)Butoxy)-2-(2,6-Dioxopiperidin-3-Yl)Isoindoline-1,3-Dione